C1(=CC=CC=C1)S(=O)(=O)N1N=C(C2=C(C=CC=C12)Br)N1CCC(CC1)C(=O)O 1-[1-(benzenesulfonyl)-4-bromoindazol-3-yl]piperidine-4-carboxylic acid